CN(C(CN1CCN(CC1)C)=O)C1=CC=C(C=C1)N\C(=C\1/C(NC2=CC(=CC=C12)C(=O)OC)=O)\C1=CC=CC=C1 methyl (Z)-3-(((4-(N-methyl-2-(4-methylpiperazin-1-yl)acetamido)phenyl)amino) (phenyl)methylene)-2-oxoindoline-6-carboxylate